C(C)(C)(C)N(C(O)=O)[C@@H]1C[C@H](C1)O.OCC=1OC(=CC1)CO 2,5-bis(hydroxymethyl)furan tert-butyl-(trans-3-hydroxycyclobutyl)carbamate